2-ethynylcyclopropane-1-carboxylic acid C(#C)C1C(C1)C(=O)O